(S)-8-((3-chloro-2-methylphenyl)amino)-6-((3-methoxypyrrolidin-1-yl)methyl)-7-(pyridin-4-yl)-3,4-dihydropyrrolo[1,2-a]pyrazin-1(2H)-one ClC=1C(=C(C=CC1)NC=1C(=C(N2C1C(NCC2)=O)CN2C[C@H](CC2)OC)C2=CC=NC=C2)C